(S)-quinuclidin-3-yl((R)-2,2-dimethyl-6-(4-propoxyphenyl)-1,2,3,4-tetrahydronaphthalen-1-yl) carbamate C(N)(O[C@@]1(C(CCC2=CC(=CC=C12)C1=CC=C(C=C1)OCCC)(C)C)[C@@H]1CN2CCC1CC2)=O